S1C(N(C=C1)C(=O)[O-])C=1SC=CN1 bithiazole-3-carboxylate